S1C(=NC=C1)/C=C/C(=O)Cl (E)-3-(thiazol-2-yl)acryloyl chloride